2-methanesulfonyl-1-(4-methoxyphenyl)ethanone CS(=O)(=O)CC(=O)C1=CC=C(C=C1)OC